C(C)(C)(C)OC(NC=1N=C2C3=C(NN=C3CCCC2)N1)=O tert-butyl(6,7,8,9-tetrahydro-2H-1,2,3,5-tetraazabenzo[cd]azulene-4-yl)carbamate